C(CC(O)(C(=O)[O-])CC(=O)[O-])(=O)[O-].NCC(=O)[O-].[Cu+4] Copper glycinate citrate